C(C=CC)N1C2(C3=CC=CC=C3CC1)CCCCC2 2'-(but-2-enyl)-2',3'-dihydro-4'H-spiro[cyclohexane-1,1'-isoquinoline]